(1S,3R,4R)-4-(3-(2-hydroxy-6-methyl-4-(trifluoromethyl)phenyl)-5,6-dihydro-7H-pyrrolo[2,3-c]pyridazin-7-yl)cyclopentane-1,3-diol OC1=C(C(=CC(=C1)C(F)(F)F)C)C1=CC2=C(N=N1)N(CC2)[C@H]2[C@@H](C[C@H](C2)O)O